CC1=C(C=CC=C1C)NC(=O)C=1C(=CC=2N(C1)C=C(N2)C2CCOCC2)OC N-(2,3-dimethylphenyl)-7-methoxy-2-(tetrahydro-2H-pyran-4-yl)imidazo[1,2-a]pyridine-6-carboxamide